((1-methyl-9H-pyrido[3,4-b]indol-3-yl)amino)naphthalene-1,2-dione CC1=NC(=CC2=C1NC1=CC=CC=C21)NC=2C(C(C1=CC=CC=C1C2)=O)=O